3-(4-((4,4-dimethoxybutyl)thio)-6-fluoro-1-oxoisoindolin-2-yl)piperidine COC(CCCSC1=C2CN(C(C2=CC(=C1)F)=O)C1CNCCC1)OC